NC=1N=C(C2=C(N1)C=CN(C2=O)CC2=CC=C(C=C2)C(=O)N2CCNCC2)NC(CCO)CCC 2-amino-4-((1-hydroxyhexan-3-yl)amino)-6-(4-(piperazine-1-carbonyl)benzyl)pyrido[4,3-d]pyrimidin-5(6H)-one